C1(CCCCC1)N1C2=NC(=NC=C2N(C1=O)C)NC1=C(C=C(C=C1)OC)C 9-cyclohexyl-2-((4-methoxy-2-methylphenyl)amino)-7-methyl-7,9-dihydro-8H-purin-8-one